R-4-(4-(2,2-difluoropropoxy)-2,3-difluorophenyl)-1-(4H-imidazolo[1,2-a]pyridin-7-yl)azetidin-2-one FC(COC1=C(C(=C(C=C1)[C@H]1CC(N1C1=CC=2N(C=C1)C=CN2)=O)F)F)(C)F